The molecule is an amino oligosaccharide that is an undecasaccharide derivative in which two alpha-D-galactosyl-(1->4)-beta-D-galactosyl-(1->3)-N-acetyl-beta-D-glucosaminyl-(1->2)-alpha-D-mannosyl tetrasaccharide chains are linked (1->3) and (1->6) to the mannose residue of a beta-D-mannosyl-(1->4)-N-acetyl-beta-D-glucosaminyl-(1->4)-N-acetyl-beta-D-glucosamine trisaccharide. It is an amino oligosaccharide and a glucosamine oligosaccharide. CC(=O)N[C@@H]1[C@H]([C@@H]([C@H](O[C@H]1O)CO)O[C@H]2[C@@H]([C@H]([C@@H]([C@H](O2)CO)O[C@H]3[C@H]([C@H]([C@@H]([C@H](O3)CO[C@@H]4[C@H]([C@H]([C@@H]([C@H](O4)CO)O)O)O[C@H]5[C@@H]([C@H]([C@@H]([C@H](O5)CO)O)O[C@H]6[C@@H]([C@H]([C@H]([C@H](O6)CO)O[C@@H]7[C@@H]([C@H]([C@H]([C@H](O7)CO)O)O)O)O)O)NC(=O)C)O)O[C@@H]8[C@H]([C@H]([C@@H]([C@H](O8)CO)O)O)O[C@H]9[C@@H]([C@H]([C@@H]([C@H](O9)CO)O)O[C@H]1[C@@H]([C@H]([C@H]([C@H](O1)CO)O[C@@H]1[C@@H]([C@H]([C@H]([C@H](O1)CO)O)O)O)O)O)NC(=O)C)O)O)NC(=O)C)O